Br.Br.N1NCCCCC1 diazepane dihydrobromide